2-[Methyl-(1H-pyrrole-2-carbonyl)-amino]-5-oxo-5H-thieno[3,2-b]pyran-6-carboxylic acid CN(C1=CC=2OC(C(=CC2S1)C(=O)O)=O)C(=O)C=1NC=CC1